NC1CC(CCC1)N 1,3-Diamino-cyclohexan